1-bromo-2,3-dimethoxynaphthalene BrC1=C(C(=CC2=CC=CC=C12)OC)OC